FC1(CN(CCC1NC(=O)C1=C(OC2=C1C=C(C=C2)OCC=2C(=NC=CC2)C(F)(F)F)C)C)F N-(3,3-difluoro-1-methylpiperidin-4-yl)-2-methyl-5-((2-(trifluoromethyl)pyridin-3-yl)-methoxy)benzofuran-3-carboxamide